C(CC1=NN=NN1CCCCCCCCCCCC[Si](OCC)(OCC)OCC)C1=NN=NN1CCCCCCCCCCCC[Si](OCC)(OCC)OCC 5,5'-ethylenebis{1-[12-(triethoxysilyl)dodecyl]-1,2,3,4-tetrazole}